(2S,4R)-1-[(2S)-2-amino-3,3-dimethyl-butanoyl]-4-hydroxy-N-[[4-(2-methylpyrazol-3-yl)phenyl]methyl]pyrrolidine-2-carboxamide N[C@H](C(=O)N1[C@@H](C[C@H](C1)O)C(=O)NCC1=CC=C(C=C1)C=1N(N=CC1)C)C(C)(C)C